COC1=C(C=CC=C1C1=CC=CC=C1)O o-methoxyphenyl-phenol